NC\C=C(\CN1C(=NC2=C1C=C(C=C2C2=CC=C(C=C2)S(N(C)C)(=O)=O)C(=O)N(C)C)C)/F (Z)-1-(4-amino-2-fluorobut-2-en-1-yl)-4-(4-(N,N-dimethylsulfamoyl)phenyl)-N,N,2-trimethyl-1H-benzo[d]imidazole-6-carboxamide